tert-butyl (1S,6R,7S)-7-(aminomethyl)-7-(4-methylthiazol-2-yl)-3-azabicyclo[4.1.0]heptane-3-carboxylate NC[C@@]1([C@@H]2CCN(C[C@H]12)C(=O)OC(C)(C)C)C=1SC=C(N1)C